2-((S)-1-(4-fluorophenyl)-3,4-dihydroisoquinolin-2(1H)-yl)-1-oxa-3,7-diazaspiro[4.4]non-2-ene FC1=CC=C(C=C1)[C@@H]1N(CCC2=CC=CC=C12)C=1OC2(CN1)CNCC2